3-(6-bromo-2-pyridinyl)-7-[1-(trifluoromethyl)cyclopropyl]Imidazo[1,2-b]Pyridazine BrC1=CC=CC(=N1)C1=CN=C2N1N=CC(=C2)C2(CC2)C(F)(F)F